5-di-tert-butylphosphino-1',3',5'-triphenyl-1'H-1,4'-bipyrazole C(C)(C)(C)P(C1=CC=NN1C=1C(=NN(C1C1=CC=CC=C1)C1=CC=CC=C1)C1=CC=CC=C1)C(C)(C)C